C1CNCCC12CCC(CC2)CN2CCC(CC2)N2N=CC(=C2)NC=2N=CC1=C(N2)C(=CN(C1=O)C1=C(C=CC=C1Cl)Cl)Br 2-[[1-[1-(3-azaspiro[5.5]undecan-9-ylmethyl)-4-piperidyl]pyrazol-4-yl]amino]-8-bromo-6-(2,6-dichlorophenyl)pyrido[4,3-d]pyrimidin-5-one